OCC1=CC=C(CN2CCCCC2)C=C1 1-(4-(hydroxymethyl)benzyl)piperidin